(1R,5R,6S)-5-(4-(3-fluorophenyl)-1H-1,2,3-triazol-1-yl)-3-methyl-7-oxa-3-azabicyclo[4.1.0]heptane FC=1C=C(C=CC1)C=1N=NN(C1)[C@@H]1CN(C[C@H]2O[C@@H]12)C